NC1=NC2=C(C3=CN=CC=C13)C=C(C=C2)C(=O)N(CC2=NC=C(C=C2)C(F)(F)F)C(C)C 5-amino-N-(2-propanyl)-N-((5-(trifluoromethyl)-2-pyridinyl)methyl)benzo[c][2,6]naphthyridine-9-carboxamide